5-Norbornen-2,3-dicarboximido-N,N,N',N'-Tetramethyluronium tetrafluoroborat F[B-](F)(F)F.C12C3C(C(C=C1)C2)C(N(C3=O)OC(=[N+](C)C)N(C)C)=O